tert-butyl ((3R)-1-(5-(hydroxy(4-(4,4,5,5-tetramethyl-1,3,2-dioxaborolan-2-yl)phenyl) methyl) pyrimidin-2-yl)-3-methylpiperidin-3-yl)carbamate OC(C=1C=NC(=NC1)N1C[C@](CCC1)(C)NC(OC(C)(C)C)=O)C1=CC=C(C=C1)B1OC(C(O1)(C)C)(C)C